Tert-butyl 5,6-difluoro-1H-indole-1-carboxylate FC=1C=C2C=CN(C2=CC1F)C(=O)OC(C)(C)C